C1(=CC=CC=C1)N1C(=NC2=C1C=CC(=C2)C2=CC=C(C=C2)NC(=O)NCCCN2CCCC2)C(F)(F)F 1-(4-(1-phenyl-2-(trifluoromethyl)-1H-benzoimidazol-5-yl)phenyl)-3-(3-(pyrrolidin-1-yl)propyl)urea